1-(1-{5-chloro-2-[2-(4-methylpiperazin-1-yl) pyrimidin-5-yl] phenyl} piperidin-3-yl)-5-(difluoromethyl)-1H-pyrazole-4-carboxylate ClC=1C=CC(=C(C1)N1CC(CCC1)N1N=CC(=C1C(F)F)C(=O)[O-])C=1C=NC(=NC1)N1CCN(CC1)C